5-(((S)-1-(4-(4-methylthiazol-5-yl)phenyl)ethyl)carbamoyl)pyrrolidin-3-yl dihydrogen phosphate P(=O)(OC1CNC(C1)C(N[C@@H](C)C1=CC=C(C=C1)C1=C(N=CS1)C)=O)(O)O